1-methyl-2-(trifluoromethyl)-1H-imidazole CN1C(=NC=C1)C(F)(F)F